C(C)(=O)O[C@H](CCl)COC1=C(C=C(C=C1Cl)C(C)(C)C1=CC=C(C=C1)OC[C@H](CN(C(C)=O)S(=O)(=O)C)O)Cl (S)-1-chloro-3-(2,6-dichloro-4-(2-(4-((S)-2-hydroxy-3-(N-(methylsulfonyl)acetamido)propoxy) phenyl)propan-2-yl)phenoxy)propan-2-yl acetate